BrC=1C(=NC(=NC1C)Cl)Cl 5-bromo-2,4-dichloro-6-methyl-pyrimidine